3,4-dimethoxyphenyl-formaldehyde COC=1C=C(C=CC1OC)C=O